ethyl (E-Z)-4-(8-bromo-6-(pivaloyloxy)-1,2,3,4-tetrahydronaphthalen-1-yl)but-2-enoate BrC=1C=C(C=C2CCCC(C12)C/C=C/C(=O)OCC)OC(C(C)(C)C)=O